1,1-difluoro-1-{3-[(1R)-1-{[6-(methanesulfonyl)-2-methylpyrido[3,4-d]pyrimidin-4-yl]amino}ethyl]phenyl}-2-methylpropan-2-ol FC(C(C)(O)C)(C1=CC(=CC=C1)[C@@H](C)NC=1C2=C(N=C(N1)C)C=NC(=C2)S(=O)(=O)C)F